Cl.S(N)(=O)(=O)NC1CCNCCC1 4-((N-sulfamoyl)amino)azepane-hydrochloride